O=C1NC(CCC1NC=1C=CC(=NC1)N1CCC(CC1)N1CC(C1)C(=O)O)=O 1-(1-(5-((2,6-dioxopiperidin-3-yl)amino)pyridin-2-yl)piperidin-4-yl)azetidine-3-carboxylic acid